7-Amino-3-chloromethyl-3-cephem-4-carboxylic acid p-methoxybenzyl ester hydrochloride COC1=CC=C(C=C1)COC(=O)C2=C(CS[C@H]3N2C(=O)[C@H]3N)CCl.Cl